2-(2,6-dioxopiperidin-3-yl)-5-((2-((3-(4-(thiazol-2-yl)piperidin-1-yl)phenyl)amino)ethyl)amino)isoindoline-1,3-dione O=C1NC(CCC1N1C(C2=CC=C(C=C2C1=O)NCCNC1=CC(=CC=C1)N1CCC(CC1)C=1SC=CN1)=O)=O